C(C1=CC=CC=C1)N1N=CC(=C1Br)F 1-benzyl-5-bromo-4-fluoro-1H-pyrazole